NCC1CC2(C1)OC(N(C2)[C@@H](C)C=2C=CC=C1C(=C(NC21)C(=O)O)C2=C(C=C(C=C2F)NS(=O)(=O)C)F)=O 7-((S)-1-((2S,4r)-2-(aminomethyl)-6-oxo-5-oxa-7-azaspiro[3.4]octan-7-yl)ethyl)-3-(2,6-difluoro-4-(methylsulfonamido)phenyl)-1H-indole-2-carboxylic acid